1-[2-(acridin-9-ylamino)ethyl]-1,3-dimethylthiourea C1=CC=CC2=NC3=CC=CC=C3C(=C12)NCCN(C(=S)NC)C